1-(5-bromopyridin-2-yl)piperidin-4-one BrC=1C=CC(=NC1)N1CCC(CC1)=O